2-(methylcyanoboranyl)propanedinitrile CB(C(C#N)C#N)C#N